3-(aminoethyl)-γ-aminopropyltrimethoxysilane NCCC(CC[Si](OC)(OC)OC)N